[N+](=O)([O-])C1=CC=C(C=C1)[N+](=O)[O-] L-1,4-dinitrobenzene